triazatridecane-4-amine NNNC(CCCCCCCCC)N